FC(CN1N=CC=2C1=NC(=CN2)N[C@@H]2C[C@H]1CN(C[C@H]1CC2)C=2C(=NC=CC2)C(F)(F)F)F 1-(2,2-difluoroethyl)-N-((3aR,5S,7aS)-2-(2-(trifluoromethyl)pyridin-3-yl)octahydro-1H-isoindol-5-yl)-1H-pyrazolo[3,4-b]pyrazin-6-amine